3-(5-(trifluoromethyl)pyridine-2-yloxy)aniline FC(C=1C=CC(=NC1)OC=1C=C(N)C=CC1)(F)F